S1C=NC2=C1C(=CC=C2)S(=O)(=O)CCC(=O)N2CCN(CC2)C2=NC=C(C#N)C=C2 6-(4-(3-(benzo[d]thiazol-7-ylsulfonyl)propanoyl)piperazin-1-yl)nicotinonitrile